bis-(p-carboxyphenoxy)-propane C(=O)(O)C1=CC=C(OC(C)(C)OC2=CC=C(C=C2)C(=O)O)C=C1